NC=1SC2=C(C1C#N)C(=CC=C2F)C2=C(C=1N=C(N=C(C1C=N2)N([C@H]2CNCC2)C)N2CC(C2)N2CC1(CC1)C2)F 2-amino-4-[2-[3-(5-azaspiro[2.3]hexan-5-yl)azetidin-1-yl]-8-fluoro-4-[methyl-[(3R)-pyrrolidin-3-yl]amino]pyrido[4,3-d]pyrimidin-7-yl]-7-fluoro-benzothiophene-3-carbonitrile